3-Amino-1H-1,2,4-triazole NC1=NNC=N1